C(C)OC(=O)C=1C=C2C(=NN(C2=C(C1)OCC)C)C 7-ethoxy-1,3-dimethyl-1H-indazole-5-carboxylic acid ethyl ester